C(C1=CC=CC=C1)C=1N=C(C2=C(NC3=CC(=CC=C23)C(=O)OC)N1)NCCCN(CCCNCC#C)C Methyl 2-benzyl-4-((3-(methyl(3-(prop-2-yn-1-ylamino)propyl)amino)propyl)amino)-9H-pyrimido[4,5-b]indole-7-carboxylate